6-((2-chloro-6-fluoro-5-(trifluoromethyl)-1H-benzo[d]imidazol-1-yl)methyl)nicotinonitrile ClC1=NC2=C(N1CC1=NC=C(C#N)C=C1)C=C(C(=C2)C(F)(F)F)F